Cl.NCCCCCCNS(=O)(=O)C1=CC=CC2=C(C=CC=C12)Cl N-(6-aminohexyl)-5-chloro-1-naphthalenesulfonamide hydrochloride